FC1=C(C(=O)OC)C=CC=C1I methyl 2-fluoro-3-iodobenzoate